C(C1=CC=CC=C1)OC=1C=C(C=C(C1)[C@@H](C)NC(C1=C(C=CC(=C1)N1CC(C1)N(C)C)C)=O)C=1C=C(N(C1)C)C(=O)[O-] 4-[3-benzyloxy-5-[(1R)-1-[[5-[3-(dimethylamino)azetidin-1-yl]-2-methyl-benzoyl]amino]ethyl]phenyl]-1-methyl-pyrrole-2-carboxylate